N-(1-cyanocyclopropyl)-1-oxido-9H-pyrido[2,3-b]indol-1-ium-7-sulfonamide C(#N)C1(CC1)NS(=O)(=O)C1=CC=C2C3=C(NC2=C1)[N+](=CC=C3)[O-]